6-Nitro-indazole-2-carbaldehyde [N+](=O)([O-])C=1C=CC2=CN(N=C2C1)C=O